C[Si](C#CC1(COC1)C)(C)C Trimethyl((3-methyloxetan-3-yl)ethynyl)silane